(E)-2-hydroxy-4-methoxy-6-{2-[1-(4-bromobenzoyl)piperidin-4-yl]ethenyl}benzoic acid OC1=C(C(=O)O)C(=CC(=C1)OC)\C=C\C1CCN(CC1)C(C1=CC=C(C=C1)Br)=O